C[C@H](CCCC(C)C)[C@H]1CC[C@@H]2[C@@]1(CC[C@H]3[C@H]2CCC4=CC(=O)CC[C@]34C)C Cholestenone